C(C)C1=CN=CC=2N=C(N=C(C21)N2CCC1(CCN(C1)C(=O)OC(C)(C)C)CC2)C2=CC=NC=C2 tert-butyl 8-[5-ethyl-2-(4-pyridyl) pyrido[3,4-d]pyrimidin-4-yl]-2,8-diazaspiro[4.5]decane-2-carboxylate